Tert-butyl 2-(benzo[d]thiazol-5-yl)-1-azaspiro[3.3]heptane-1-carboxylate S1C=NC2=C1C=CC(=C2)C2N(C1(C2)CCC1)C(=O)OC(C)(C)C